2-amino-2,3-dihydro-1H-indene-2-carboxylic acid ethyl ester C(C)OC(=O)C1(CC2=CC=CC=C2C1)N